[K].C1CCC2=C(C=3CCCC3C=C12)NC(=O)NS(=O)(=O)N1CC2N(CCC2C1)C N-((1,2,3,5,6,7-Hexahydro-s-indacen-4-yl)carbamoyl)-1-methylhexahydropyrrolo[3,4-b]pyrrole-5(1H)-sulfonamide, potassium salt